(R)-2-(4-(benzo[d]thiazol-7-yl)phenyl)-2-(3-(2-ethynyl-thiazol-4-yl)ureido)-N-methyl-ethane-1-sulfonamide S1C=NC2=C1C(=CC=C2)C2=CC=C(C=C2)[C@H](CS(=O)(=O)NC)NC(=O)NC=2N=C(SC2)C#C